BrC=1C=2N(C(=NC1C)N1CCC3([C@@H](C[C@@H](C3)OC3COC3)N)CC1)C=CN2 (2R,4R)-8-(8-bromo-7-methyl-imidazo[1,2-c]pyrimidin-5-yl)-2-(oxetan-3-yloxy)-8-azaspiro[4.5]decan-4-amine